tert-Butyl 1-(5-carbamoyl-3-(2,3-dichlorophenyl)-1H-pyrazolo[3,4-b]pyrazin-6-yl)-4-methylpiperidin-4-ylcarbamate C(N)(=O)C=1N=C2C(=NC1N1CCC(CC1)(C)NC(OC(C)(C)C)=O)NN=C2C2=C(C(=CC=C2)Cl)Cl